dimethoxychlorosilane CO[SiH](Cl)OC